8-(8-(3-isopropyl-1,2,4-oxadiazol-5-yl)-8-azabicyclo[3.2.1]oct-3-yl)-1-oxa-3,8-diazaspiro[4.5]decan-2-one C(C)(C)C1=NOC(=N1)N1C2CC(CC1CC2)N2CCC1(CNC(O1)=O)CC2